OCC1CCC(N1C)=O 5-(hydroxymethyl)-1-methyl-pyrrolidin-2-one